N-((7-(5-(difluoromethyl)-1,3,4-oxadiazol-2-yl)imidazo[1,2-a]pyridin-2-yl)methyl)-1-(methylsulfonyl)-N-phenylpiperidine-4-carboxamide FC(C1=NN=C(O1)C1=CC=2N(C=C1)C=C(N2)CN(C(=O)C2CCN(CC2)S(=O)(=O)C)C2=CC=CC=C2)F